Ethyl {[(3-bromo-5-chloropyridin-2-yl)methyl]carbamoyl}formate BrC=1C(=NC=C(C1)Cl)CNC(=O)C(=O)OCC